methyl 5-[3-[4-[3-[tert-butoxycarbonyl(methyl)amino]propyl]-2-fluoro-phenoxy]propyl]-2-[4-[tert-butyl(dimethyl)silyl]oxybutylamino]thiazole-4-carboxylate C(C)(C)(C)OC(=O)N(CCCC1=CC(=C(OCCCC2=C(N=C(S2)NCCCCO[Si](C)(C)C(C)(C)C)C(=O)OC)C=C1)F)C